methacryloxypropyl-tripropoxysilane C(C(=C)C)(=O)OCCC[Si](OCCC)(OCCC)OCCC